N1=C(C=CC=C1)C1=NN(C=C1C1=CC(=NC=C1)C1=CC=C(OCCNC(OCC(C)(C)C)=O)C=C1)C(C1=CC=CC=C1)(C1=CC=CC=C1)C1=CC=CC=C1 Tert-butylmethyl (2-(4-(4-(3-(pyridin-2-yl)-1-trityl-1H-pyrazol-4-yl) pyridin-2-yl)phenoxy)ethyl)carbamate